O(C#N)C1=C(C=C(C=C1)C)C 1-cyanato-2,4-dimethylbenzene